C(C)(C)(C)OC(NC=1C=NC(=C(C1)Cl)N1N=CC(=N1)C(N(C)OC)=O)=O (5-chloro-6-(4-(methoxy(methyl)carbamoyl)2H-1,2,3-triazol-2-yl)pyridin-3-yl)carbamic acid tert-butyl ester